1-cyclopentyl-6-fluoro-4-oxo-7-(tetrahydro-2H-pyran-3-ylamino)-1,4-dihydroquinoline-3-carboxylic acid C1(CCCC1)N1C=C(C(C2=CC(=C(C=C12)NC1COCCC1)F)=O)C(=O)O